ClC1=NC=C2C(=N1)N(N=C2)C(C(C#N)(C)C)C 3-(6-chloro-1H-pyrazolo[3,4-d]pyrimidin-1-yl)-2,2-dimethylbutanenitrile